9-benzyl-7-methoxy-5-cyanomethyloxy-carbazole-carboxamide C(C1=CC=CC=C1)N1C2=CC(=CC(=C2C=2C=CC=C(C12)C(=O)N)OCC#N)OC